C(C=C)N1C(=O)NC(=O)C1 1-Allyl-hydantoin